Diphenyl-2-isoxazolin C1(=CC=CC=C1)C1C(=NOC1)C1=CC=CC=C1